FC1=C(C(=CC=C1NS(=O)(=O)C=1C=2N(C=CC1)C=CN2)F)C2=CC=C1C(=NNC1=C2F)C(=O)N 6-(2,6-difluoro-3-(imidazo-[1,2-a]pyridine-8-sulfonamido)phenyl)-7-fluoro-1H-indazole-3-carboxamide